Tert-butyl ((2S)-1-amino-1-oxo-3-(5-oxo-4,5,6,7-tetrahydropyrazolo[1,5-a]pyrimidin-6-yl)propan-2-yl)carbamate NC([C@H](CC1C(NC=2N(C1)N=CC2)=O)NC(OC(C)(C)C)=O)=O